tert-butyl N-[1-(6-chloro-1,5-naphthyridin-2-yl)pyrrolidin-3-yl]-N-isopropylcarbamate ClC=1N=C2C=CC(=NC2=CC1)N1CC(CC1)N(C(OC(C)(C)C)=O)C(C)C